C(C)(C)(C)OC(=O)N(C(OC(C)(C)C)=O)C=1C2=C(N=CN1)N(C=C2B2OC(C(O2)(C)C)(C)C)C2COC2 tert-butyl (tert-butoxycarbonyl)(7-(oxetan-3-yl)-5-(4,4,5,5-tetramethyl-1,3,2-dioxaborolan-2-yl)-7H-pyrrolo[2,3-d]pyrimidin-4-yl)carbamate